ClC=1C(=NC(=NC1)NC1=C(C=C(C(=C1)C)C=1CC(NC(C1)(C)C)(C)C)OC(C)C)NC1=C(C=CC=C1)S(=O)(=O)C(C)C 5-chloro-N2-(2-isopropoxy-5-methyl-4-(2,2,6,6-tetramethyl-1,2,3,6-tetrahydropyridin-4-yl)phenyl)-N4-(2-(isopropyl-sulfonyl)phenyl)pyrimidine-2,4-diamine